(R)-2-methyl-1-(2-butenyl)piperazine hydrochloride Cl.C[C@H]1N(CCNC1)CC=CC